C(CCC(CCC)O)O heptane-1,4-diol